C(#N)C1=NC2=CC(=CC(=C2N=C1N1CCC(CC1)N(C)C)[C@@H](C)NC1=C(C(=O)O)C=CC=C1)C (R)-2-((1-(2-cyano-3-(4-(dimethyl-amino)piperidin-1-yl)-7-methylquinoxalin-5-yl)ethyl)amino)benzoic acid